ClC=1C=CC(=C(OCCNC(C(=O)O)=O)C1)C1OC2=C(C=CC=C2C(C1)=O)Cl 2-[2-[5-chloro-2-(8-chloro-4-oxo-chroman-2-yl)phenoxy]ethylamino]-2-oxo-acetic acid